N1=NC(C=C1)=C1N=NC=C1 3,3'-bipyrazol